3-(((S,Z)-3-((E)-2-((1R,3aS,7aR)-1-((R)-6-hydroxy-6-methylheptan-2-yl)-7a-methylhexahydro-1H-inden-4(2H)-ylidene)ethylidene)-4-methylenecyclohexyl)oxy)propanenitrile OC(CCC[C@@H](C)[C@H]1CC[C@H]2\C(\CCC[C@]12C)=C\C=C/1\C[C@H](CCC1=C)OCCC#N)(C)C